CCCCCC\C=C/CCCCCCC (Z)-7-Pentadecene